sodium (2S,5R)-7-oxo-N-(2-oxopyrrolidin-1-yl)-6-(sulfooxy)-1,6-diazabicyclo[3.2.1]-octane-2-carboxamide O=C1N([C@@H]2CC[C@H](N1C2)C(=O)NN2C(CCC2)=O)OS(=O)(=O)O.[Na]